10-(((S)-1-((2S,4R)-4-hydroxy-2-(((S)-1-(4-(4-methylthiazol-5-yl)phenyl)ethyl)carbamoyl)pyrrolidin-1-yl)-3,3-dimethyl-1-oxobutan-2-yl)amino)-10-oxodecanoic acid O[C@@H]1C[C@H](N(C1)C([C@H](C(C)(C)C)NC(CCCCCCCCC(=O)O)=O)=O)C(N[C@@H](C)C1=CC=C(C=C1)C1=C(N=CS1)C)=O